FC(C1=NN=C(S1)N1C=2N(C3=C1C=C(C=C3N3CC1(CNC1)CC3)S(=O)(=O)NC3(CC3)C)C=CN2)F 9-(5-(Difluoromethyl)-1,3,4-thiadiazol-2-yl)-N-(1-methylcyclopropyl)-5-(2,6-diazaspiro[3.4]octan-6-yl)-9H-benzo[d]imidazo[1,2-a]imidazole-7-sulfonamide